4-[[4-(trifluoromethyl)phenyl]methoxy]-pyrimidine FC(C1=CC=C(C=C1)COC1=NC=NC=C1)(F)F